(R)-N-((1R,2R)-1-(3-chloro-4-cyclopropoxyphenyl)-1-hydroxy-3-(pyrrolidin-1-yl)propan-2-yl)-1-(2-chlorobenzo[b]thiophen-6-yl)pyrrolidine-3-carboxamide ClC=1C=C(C=CC1OC1CC1)[C@H]([C@@H](CN1CCCC1)NC(=O)[C@H]1CN(CC1)C=1C=CC2=C(SC(=C2)Cl)C1)O